2-(naphthalen-2-ylmethyl)-8-(pyridine-2-ylmethyl)hexahydro-2H-pyrazino[1,2-a]pyrazine-6,9-dione C1=C(C=CC2=CC=CC=C12)CN1CC2N(CC1)C(CN(C2=O)CC2=NC=CC=C2)=O